3-[3-(3-methyl-6-{[(3-methylphenyl)methyl]oxy}-1-phenylpyrazolo[3,4-b]pyridin-5-yl)-1,2,4-oxadiazepin-5-yl]phenol CC1=NN(C2=NC(=C(C=C21)C2=NOC=CC(=N2)C=2C=C(C=CC2)O)OCC2=CC(=CC=C2)C)C2=CC=CC=C2